tert-butyl 5-acetamido-3-(6-(1,1-difluoroethyl)pyrazin-2-yl)-1H-pyrrolo[2,3-c]pyridine-1-carboxylate C(C)(=O)NC=1C=C2C(=CN1)N(C=C2C2=NC(=CN=C2)C(C)(F)F)C(=O)OC(C)(C)C